C(C)(C)(C)OC(=O)N1C(CCC1)C1=CC(=C(C=C1)C(CBr)=O)F 2-[4-(2-bromoacetyl)-3-fluorophenyl]pyrrolidine-1-carboxylic acid tert-butyl ester